Sulphur Lithium [Li].[S]